(6-p-toluenesulfonylimidazo[4,5-d]pyrrolo[2,3-b]pyridin-1(6H)-yl)-8-azabicyclo[3.2.1]octan-3-ol CC1=CC=C(C=C1)S(=O)(=O)N1C=CC=2C1=NC=C1C2N(C=N1)C12CC(CC(CC1)N2)O